N[C@H](C(=O)[O-])CC(C)(C)F (S)-2-amino-4-fluoro-4-methylpentanoate